NC1=NC(N(C=C1F)[C@H]1[C@H]([C@@H]([C@@](O1)(C(=O)N)CO)O)F)=O (2R,3R,4S,5R)-5-(4-amino-5-fluoro-2-oxopyrimidin-1-yl)-4-fluoro-3-hydroxy-2-(hydroxymethyl)oxolane-2-carboxamide